S1C=2N(C=C1)C1=C(N2)C=C(C=C1)C(=O)N benzo[4,5]imidazo[2,1-b]thiazole-7-carboxamide